FC1=C(C(=CC=C1)F)C=1C=CC(=NC1)CNC(OC(C)(C)C)=O tert-butyl ((5-(2,6-difluorophenyl)pyridin-2-yl)methyl)carbamate